Cl.FC1=C(N)C=CC(=C1)S(F)(F)(F)(F)F 2-fluoro-4-(pentafluoro-λ6-sulfaneyl)aniline hydrochloride